C1(CC1)C1=NC=NC(=C1C1=NC=C2C(=N1)N(N=C2)C2CCC1=CC(=CC=C21)B2OC(C(O2)(C)C)(C)C)OC 6-(4-cyclopropyl-6-methoxypyrimidin-5-yl)-1-(5-(4,4,5,5-tetramethyl-1,3,2-dioxaborolan-2-yl)-2,3-dihydro-1H-inden-1-yl)-1H-pyrazolo[3,4-d]pyrimidine